S(N)(=O)(=O)C1=C(C=CC=C1)B(O)O (2-sulfamoyl-phenyl)boronic acid